2-(METHYLSULFONAMIDO)PYRIMIDIN-5-YLBORONIC ACID CS(=O)(=O)NC1=NC=C(C=N1)B(O)O